(6-(1-isopropyl-4-(trifluoromethyl)-1H-imidazol-2-yl)pyridin-3-yl)-N-methylmethanamine C(C)(C)N1C(=NC(=C1)C(F)(F)F)C1=CC=C(C=N1)CNC